6-[2-(trifluoromethyl)-6,8-dihydro-5H-imidazo[1,2-a]pyrazin-7-yl]isoquinolin-4-amine FC(C=1N=C2N(CCN(C2)C=2C=C3C(=CN=CC3=CC2)N)C1)(F)F